(2r,5s)-4-(7-(3,5-difluorophenyl)-5-iodo-7H-pyrrolo[2,3-d]pyrimidin-4-yl)-2,5-dimethylpiperazine-1-carboxylic acid tert-butyl ester C(C)(C)(C)OC(=O)N1[C@@H](CN([C@H](C1)C)C=1C2=C(N=CN1)N(C=C2I)C2=CC(=CC(=C2)F)F)C